[Br-].[Br-].C(CCCCCC)N1C=CC(C=C1)=C1C=CN(C=C1)CCCCCCC 1,1'-diheptyl-4,4'-bipyridine dibromide